BrC1=CC=C(C=C1)C(C)N1C=NC(=C1)C=1C=NC=C(C1)OC 3-(1-(1-(4-bromophenyl)ethyl)-1H-imidazol-4-yl)-5-methoxypyridine